(S,E)-Methyl-7-(1-(2-(2-adamantylamino)-2-oxoethyl)-2-oxo-1,2-dihydropyridin-3-ylamino)-7-oxo-6-(2H-tetrazol-5-carboxamido)hept-2-enoat COC(\C=C\CC[C@@H](C(=O)NC=1C(N(C=CC1)CC(=O)NC1C2CC3CC(CC1C3)C2)=O)NC(=O)C=2N=NNN2)=O